ethyl 1-(2-(7-fluorobenzofuran-5-yl)-5-(3-methoxypropyl)pyridin-3-yl)piperidine-4-carboxylate FC1=CC(=CC=2C=COC21)C2=NC=C(C=C2N2CCC(CC2)C(=O)OCC)CCCOC